2-methyl-N-(4-(morpholine-4-carbonyl)thiazol-2-yl)-5-(3-(trifluoromethyl)phenyl)furan-3-carboxamide CC=1OC(=CC1C(=O)NC=1SC=C(N1)C(=O)N1CCOCC1)C1=CC(=CC=C1)C(F)(F)F